C(C)(C)(C)OC(=O)N1[C@H](CN(CC1)C1CC1)C(C)C (2S)-4-cyclopropyl-2-isopropylpiperazine-1-carboxylic acid tert-butyl ester